4,5,6,7-Tetrachloro-3',6'-dihydroxy-2',4',5',7'-tetraiodospiro[isobenzofuran-1(3H),9'-[9H]xanthene]-3-on ClC1=C2C(OC3(C4=CC(=C(C(=C4OC=4C(=C(C(=CC34)I)O)I)I)O)I)C2=C(C(=C1Cl)Cl)Cl)=O